C(CCC)SCSC1=C(C#N)C(=CC(=N1)C=1SC=CN1)C1=CC(=CC=C1)CO 2-(((Butylthio)methyl)thio)-4-(3-(hydroxymethyl)phenyl)-6-(thiazol-2-yl)nicotinonitrile